S(=O)(=O)(O)O.CSC(N)=N.CSC(N)=N 2-methyl-2-thiopseudourea hemisulfate